N-[4-amino-6-(trifluoromethylsulfanyl)-3-pyridinyl]-4-bromo-2-ethylsulfanyl-N-methyl-benzamide NC1=C(C=NC(=C1)SC(F)(F)F)N(C(C1=C(C=C(C=C1)Br)SCC)=O)C